C(C)N1CCN(CC1)CC=1C=CC2=C(C(=NO2)N2C(NC(CC2)=O)=O)C1 1-(5-((4-ethylpiperazin-1-yl)methyl)benzo[d]isoxazol-3-yl)dihydropyrimidine-2,4(1H,3H)-dione